C(CCC\C=C/C\C=C/C\C=C/C\C=C/C\C=C/CC)OC(C(=O)OCC1OC(OC1)(C)C)CC (2,2-Dimethyl-1,3-dioxolan-4-yl)methyl 2-(((5Z,8Z,11Z,14Z,17Z)-icosa-5,8,11,14,17-pentaen-1-yl)oxy)butanoate